N-(1-methyl-4-piperidyl)-7-morpholino-5-[3-(m-tolyl)pyrazol-1-yl]pyrazolo[1,5-a]pyrimidine-2-carboxamide CN1CCC(CC1)NC(=O)C1=NN2C(N=C(C=C2N2CCOCC2)N2N=C(C=C2)C=2C=C(C=CC2)C)=C1